C1=CN=C(N1)C2=NNN=N2 imidazolyltetrazole